8-((2S,5R)-4-((2,2-Difluorobenzo[d][1,3]dioxol-5-yl)methyl)-2,5-dimethylpiperazin-1-yl)-5-methyl-6-oxo-5,6-dihydro-1,5-naphthyridin-2-carbonitril FC1(OC2=C(O1)C=CC(=C2)CN2C[C@@H](N(C[C@H]2C)C2=CC(N(C=1C=CC(=NC21)C#N)C)=O)C)F